1-hydroxy-1H-1,2,3-triazole-5-carboxylic acid ethyl ester C(C)OC(=O)C1=CN=NN1O